4-(naphthalen-1-yl)butan-2-one 3,3-Dimethylbutyl-((4-nitrophenoxy)(phenoxy)phosphoryl)-L-alaninate CC(CCN([C@@H](C)C(=O)O)P(=O)(OC1=CC=CC=C1)OC1=CC=C(C=C1)[N+](=O)[O-])(C)C.C1(=CC=CC2=CC=CC=C12)CCC(C)=O